O[C@@H]1[C@H](N)[C@@H](O)[C@@H](O)[C@H](O1)CO α-galactosamine